C(CC)OC(C(C(=O)OCCC)(CC(C)C)CC=C)=O allyl-isobutyl-malonic acid dipropyl ester